C(C)(C)(C)C1=CC=C(C=C1)NC=1C=CC2=C(OCC(N2)=O)C1 7-((4-(Tert-butyl)phenyl)amino)-2H-benzo[b][1,4]oxazin-3(4H)-one